[C@H](C)(CC)N1C(=NN=C1)C1=CC=C(C=C1)C=1C=C(C=NC1)C1=CC=NC2=C1C=C1N2CCN(C1=O)C (S)-4-(5-(4-(4-(sec-butyl)-4H-1,2,4-triazol-3-yl)phenyl)pyridin-3-yl)-7-methyl-8,9-dihydropyrido[3',2':4,5]pyrrolo[1,2-a]pyrazin-6(7H)-one